5-bromo-6-methylpyridine-2-carboxaldehyde BrC=1C=CC(=NC1C)C=O